ClC1=C(C=C2CCNCC2=C1)NC1=NC=C(C(=N1)C1S(C2=C(C(NC1)=O)SC=C2)(=O)=O)C(F)(F)F [2-[(7-chloro-1,2,3,4-tetrahydroisoquinolin-6-yl)amino]-5-(trifluoromethyl)pyrimidin-4-yl]-1,1-dioxo-3,4-dihydro-2H-thieno[2,3-f][1,4]thiazepin-5-one